Tert-butyl ((E)-((tert-butoxycarbonyl)amino)((2S,3S)-2-(3-(4-(2-cyclopentylethyl)-3-(trifluoromethyl)phenyl)-1,2,4-oxadiazol-5-yl)-3-hydroxypyrrolidin-1-yl)methylene)carbamate C(C)(C)(C)OC(=O)N/C(/N1[C@@H]([C@H](CC1)O)C1=NC(=NO1)C1=CC(=C(C=C1)CCC1CCCC1)C(F)(F)F)=N\C(OC(C)(C)C)=O